FC(C(=O)[O-])(F)F.COC1=CC=C(C=C1)[S+](C1=CC=CC=C1)C1=CC=CC=C1 4-methoxyphenyldiphenylsulfonium trifluoroacetate